8-(3,4-difluoro-4-methylphenyl)-9-(4-((1-(3,3-difluoropropyl)azetidin-3-ylidene)methyl)phenyl)-6,7-dihydro-5H-benzo[7]annulene-3-carboxylic acid FC1C=C(C=CC1(C)F)C=1CCCC2=C(C1C1=CC=C(C=C1)C=C1CN(C1)CCC(F)F)C=CC(=C2)C(=O)O